OC(CN1CCNCC1)O N'-dihydroxyethyl-piperazine